bis(3-aminopropyl)-1,2-ethylenediamine NCCCNCCNCCCN